ClC1=CC=C(C=C1)C1=CC=C(C=C1)C1=C2C=CC3=CC=C(C4=CC=C(C=C1)C2=C43)N(C4=CC=CC=C4)C4=CC=CC=C4 6-(4'-chloro-[1,1'-biphenyl]-4-yl)-N,N-diphenylpyrene-1-amine